tert-butyl 5-(4-{[(2R,3S,4S)-3-[(benzylcarbamoyl)oxy]-1-(tert-butoxycarbonyl)-4-[(tert-butoxycarbonyl)oxy]pyrrolidin-2-yl]methyl}phenyl)-1,3-dihydroisoindole-2-carboxylate C(C1=CC=CC=C1)NC(=O)O[C@H]1[C@H](N(C[C@@H]1OC(=O)OC(C)(C)C)C(=O)OC(C)(C)C)CC1=CC=C(C=C1)C=1C=C2CN(CC2=CC1)C(=O)OC(C)(C)C